C(=O)(O)CCCC1=C(C=CC(=C1)N)C1=C(C=C(N)C=C1)CCCC(=O)O 2,2'-bis(3-carboxypropyl)-4,4'-benzidine